[C@@H]1([C@H](O)[C@@H](O)[C@H](O)[C@H](O1)CO)OC1=C(C(=CC(=C1)O)O)CC(=O)CC1=CC=C(C=C1)O 1-(2-(beta-D-glucopyranosyloxy)-4,6-dihydroxyphenyl)-3-(4-hydroxyphenyl)-acetone